ethyl ((1-(1-(cis-4-isopropylcyclohexyl) piperidin-4-yl)-3-(pyrrolidin-1-ylmethyl)-1H-indol-2-yl)methyl)carbamate C(C)(C)[C@H]1CC[C@H](CC1)N1CCC(CC1)N1C(=C(C2=CC=CC=C12)CN1CCCC1)CNC(OCC)=O